FC(OC=1C(=NC=CC1)C(C)=O)F 1-[3-(difluoromethoxy)pyridin-2-yl]Ethan-1-one